4-chloro-3-(4,4-difluoro-2,2-dimethyl-pyrrolidin-1-yl)-1-(p-tolyl-sulfonyl)indazole ClC1=C2C(=NN(C2=CC=C1)S(=O)(=O)C1=CC=C(C=C1)C)N1C(CC(C1)(F)F)(C)C